(S)-1-((2-(difluoromethyl)-6-(thieno[2,3-b]pyridin-4-yl)pyridin-3-yl)oxy)-2,4-dimethylpentan-2-amine FC(C1=NC(=CC=C1OC[C@](CC(C)C)(N)C)C1=C2C(=NC=C1)SC=C2)F